N2-tert-butyl-6-cyclopropyl-7-{4-[methoxy(methyl)carbamoyl]phenyl}-3,4-dihydropyrrolo[1,2-a]pyrazine-2,8(1H)-dicarboxamide C(C)(C)(C)NC(=O)N1CC=2N(CC1)C(=C(C2C(=O)N)C2=CC=C(C=C2)C(N(C)OC)=O)C2CC2